2-(3'-tert-Butyl-5'-[2-(2-ethylhexyloxy)-carbonylethyl]-2'-hydroxyphenyl)benzotriazol C(C)(C)(C)C=1C(=C(C=C(C1)CCC(=O)OCC(CCCC)CC)N1N=C2C(=N1)C=CC=C2)O